C(C)(C)(C)OC(CN1N=C(C2=CC(=CC=C12)C=1C=NC(=NC1)Cl)C(C)=O)=O 2-(3-acetyl-5-(2-chloropyrimidin-5-yl)-1H-indazol-1-yl)acetic acid tert-butyl ester